C1=C(C=CC2=CC(=CC=C12)C1=CC=C(C=C1)N(C1=CC=2C=CC=CC2C=2C3=C(OC21)C=CC=C3)C3=C(C=CC=C3)C3=CC=CC=C3)C3=CC2=CC=CC=C2C=C3 N-[4-(2,2'-binaphthyl-6-yl)phenyl]-N-(biphenyl-2-yl)benzo[b]naphtho[1,2-d]furan-6-amine